The molecule is a dihydroxybenzoate that is the conjugate base of 3-bromo-4,5-dihydroxybenzoic acid, obtained by deprotonation of the carboxy group; major species at pH 7.3. It is a conjugate base of a 3-bromo-4,5-dihydroxybenzoic acid. C1=C(C=C(C(=C1O)[O-])Br)C(=O)O